[Ir].COC1(CSC1)C1=CC=C(C=C1)C(=O)N1CCC(CC1)C1=CC=C(C=C1)C(F)(F)F (4-(3-methoxythietane-3-yl)phenyl)(4-(4-(trifluoromethyl)phenyl)piperidin-1-yl)methanone Iridium